(7R,12bS)-7,9,10-trifluoro-1H,2H,3H,4H,6H,7H,12bH-indolo[2,3-a]quinolizin-4-one F[C@@H]1C2=C([C@@H]3CCCC(N3C1)=O)NC1=CC(=C(C=C12)F)F